FC(C)(F)C=1C(=NC=CC1)CN1C(C(=CC=2C1=NC(=CN2)C)C2CCC(CC2)C2=C(C=CC=C2F)F)=O 5-((3-(1,1-difluoroethyl)pyridin-2-yl)methyl)-7-((1r,4r)-4-(2,6-difluorophenyl)cyclohexyl)-3-methylpyrido[2,3-b]pyrazin-6(5H)-one